1-propanphosphonic acid C(CC)P(O)(=O)O